O=C1NC=C(C(N1)=O)C1=CC(=C(N=N1)C#N)[C@@H]1[C@H](C1)C(F)F |o1:16,17| 6-(2,4-Dioxo-1H-pyrimidin-5-yl)-4-[rel-(1S,2S)-2-(difluoromethyl)cyclopropyl]pyridazine-3-carbonitrile